C(#N)C=1C=CC=C2NC[C@@H](NC12)[C@@H](C1=CC=CC=C1)NCCC=1C(=CC(=C(C1)CC(=O)O)F)F 2-(5-(2-(((R)-((R)-8-cyano-1,2,3,4-tetrahydroquinoxalin-2-yl)(phenyl)methyl)amino)ethyl)-2,4-difluorophenyl)acetic acid